1-[5-chloro-1-methyl-3-(trifluoromethyl)pyrazol-4-yl]methanamine ClC1=C(C(=NN1C)C(F)(F)F)CN